(R,S)-4-((3-Aminopyridin-4-yl)((4-oxochroman-7-yl)oxy)methyl)benzamide NC=1C=NC=CC1[C@@H](C1=CC=C(C(=O)N)C=C1)OC1=CC=C2C(CCOC2=C1)=O